(S)-1-(1-((1-(4-((4-(morpholinomethyl)phenyl)ethynyl)phenyl)-1H-1,2,3-triazol-4-yl)methyl)-1H-imidazol-2-yl)ethan-1-ol O1CCN(CC1)CC1=CC=C(C=C1)C#CC1=CC=C(C=C1)N1N=NC(=C1)CN1C(=NC=C1)[C@H](C)O